n-ethyl-1-[5-(pyridin-4-yl)-1H-pyrazole-3-carbonyl]piperidine-4-carboxamide C(C)NC(=O)C1CCN(CC1)C(=O)C1=NNC(=C1)C1=CC=NC=C1